O(C1=CC=CC=C1)C1=CC=C(C=C1)C=1C(=NC=NC1N)NCC1CCNCC1 5-(4-phenoxyphenyl)-N-(piperidin-4-ylmethyl)pyrimidine-4,6-diamine